(4-(benzyloxy)phenyl)-4-bromo-1-methyl-1H-imidazole C(C1=CC=CC=C1)OC1=CC=C(C=C1)C=1N(C=C(N1)Br)C